[Si](C)(C)(C(C)(C)C)O[C@@H]1[C@H]([C@H](N(C1)C(=O)OC(C)(C)C)CC1=C(C=C(C=C1)C1=CN=CO1)F)O tert-butyl (2R,3S,4S)-4-[(tert-butyldimethylsilyl)oxy]-2-{[2-fluoro-4-(1,3-oxazol-5-yl)phenyl]methyl}-3-hydroxypyrrolidine-1-carboxylate